3-glycidoxyphenol C(C1CO1)OC=1C=C(C=CC1)O